COC1=NC(=NN2C1=C(C=C2)C=2C=C1C=CC=NC1=CC2)N[C@H](C)C2=NC=CC=C2 (R)-4-methoxy-N-(1-(pyridin-2-yl)ethyl)-5-(quinolin-6-yl)pyrrolo[2,1-f][1,2,4]triazin-2-amine